CC1(CNCC1)OCCN1C(NC(C2=C1C=CN2)=O)=S 1-(2-((3-methylpyrrolidin-3-yl)oxy)ethyl)-2-thioxo-1,2,3,5-tetrahydro-4H-pyrrolo[3,2-d]pyrimidin-4-one